3,5-dichloro-2-hydroxy-N,N-dimethyl-benzenesulfonamide ClC=1C(=C(C=C(C1)Cl)S(=O)(=O)N(C)C)O